FC=1C(=NC(=NC1)N[C@H]1[C@@H](CN(CC1)C(=O)OC)O)C=1C=C(C2=C(N(C(=N2)C)C(C)C)C1)F methyl (3R,4R)-4-({5-fluoro-4-[4-fluoro-2-methyl-1-(propane-2-yl)-1H-benzimidazol-6-yl] pyrimidin-2-yl} amino)-3-hydroxypiperidine-1-carboxylate